2-amino-3-fluorophenol NC1=C(C=CC=C1F)O